C(C)[Si](O[C@@H](CC)[C@@H]1[C@@H]2CC[C@H](CN1)N2C(=O)OC(C)(C)C)(CC)CC tert-butyl (1S,2S,5R)-2-((S)-1-((triethylsilyl)oxy)propyl)-3,8-diazabicyclo[3.2.1]octane-8-carboxylate